COC(=O)C=1C(=NN(C1)C)C(NC=1C=CC=C2C=C(N=CC12)C=1C=NN(C1)C)=O 1-methyl-3-((3-(1-methyl-1H-pyrazol-4-yl)isoquinolin-8-yl)carbamoyl)-1H-pyrazole-4-carboxylic acid methyl ester